ClC1=CC(=C(C=C1)C1=NC(=CC=2N=C(N(C(C21)=O)C)C)[C@@H]2C[C@@H](OCC2)C=2C=NC=CC2)F 5-(4-chloro-2-fluorophenyl)-2,3-dimethyl-7-((2R,4S)-2-(3-pyridinyl)tetrahydro-2H-pyran-4-yl)pyrido[4,3-d]pyrimidin-4(3H)-one